(3S,4R)-3-fluoro-1-(4-((5-isopropyl-8-((S)-3-((methylsulfonyl)methyl)pyrrolidin-1-yl)-2,7-naphthyridin-3-yl)amino)pyrimidin-2-yl)-3-methylpiperidin-4-ol F[C@]1(CN(CC[C@H]1O)C1=NC=CC(=N1)NC=1N=CC2=C(N=CC(=C2C1)C(C)C)N1C[C@H](CC1)CS(=O)(=O)C)C